4'-Bromo-3-chloro-2'-fluoro-2-methoxy-1,1'-biphenyl BrC1=CC(=C(C=C1)C1=C(C(=CC=C1)Cl)OC)F